CC=1C2(CCC2)C2(OCCO2)CC2=CC=CC12 7'-methyl-4'H-dispiro[cyclobutane-1,6'-indene-5',2''-[1,3]dioxolan]